2-(2-aminoethoxy)-N-(3,5-dimethoxyphenyl)acetamide NCCOCC(=O)NC1=CC(=CC(=C1)OC)OC